CC1=NN=C(C(=O)N1N)C2=CC=CC=C2 The molecule is a member of the class of 1,2,4-triazines that is 1,2,4-triazin-5(4H)-one substituted by an amino group at position 4, a methyl group at position 3 and a phenyl group at position 6. It has a role as an environmental contaminant, a xenobiotic and a herbicide.